(R)-3-(((6-(3-(3-cyclopropylphenoxy)propoxy)benzo[d]oxazol-2-yl)amino)methyl)pyrrolidin-1-ium chloride [Cl-].C1(CC1)C=1C=C(OCCCOC2=CC3=C(N=C(O3)NC[C@@H]3C[NH2+]CC3)C=C2)C=CC1